3-(3-chloro-4-fluorophenyl)thieno[3,2-c]pyridin-4(5H)-one ClC=1C=C(C=CC1F)C1=CSC2=C1C(NC=C2)=O